5-vinyl-2-(1H-1,2,3-triazol-1-yl)pyridine-3-carbaldehyde C(=C)C=1C=C(C(=NC1)N1N=NC=C1)C=O